6,6'-methylenebis(4-(tert-butyl)-2-chlorophenol) C(C1=CC(=CC(=C1O)Cl)C(C)(C)C)C1=CC(=CC(=C1O)Cl)C(C)(C)C